((1r,3r)-3-methylcyclobutyl)methyl 1H-imidazole-1-carboxylate N1(C=NC=C1)C(=O)OCC1CC(C1)C